1,1'-sulfonyl-bis(4-chlorobenzene) S(=O)(=O)(C1=CC=C(C=C1)Cl)C1=CC=C(C=C1)Cl